CC1=CC=C(C=C1)/C=C/C(=O)OC methyl (E)-3-(4-methylphenyl)prop-2-enoate